C1=C(C=CC2=CC=CC=C12)S(=O)(=O)OC=1C(=CC=2C3CC[C@@]4([C@H](CCC4C3CCC2C1)O)C)OC (13S,17S)-17-hydroxy-2-methoxy-13-methyl-7,8,9,11,12,13,14,15,16,17-decahydro-6H-cyclopenta[a]phenanthren-3-yl naphthalene-2-sulfonate